C(C(C)C)NC(=O)N1C=NC2=C1C=C(C(=C2)C(F)(F)F)C=2C=NC=NC2 N-isobutyl-6-(pyrimidin-5-yl)-5-(trifluoromethyl)-1H-benzo[d]Imidazole-1-carboxamide